ClC1=CC2=C(N(C(=N2)CCl)COCC[Si](C)(C)C)C=C1Cl 5,6-dichloro-2-(chloromethyl)-1-{[2-(trimethylsilyl)ethoxy]methyl}-1H-benzimidazole